CC([C@@H](C(=O)N1[C@@H](C[C@H](C1)O)C(=O)O)NC(=O)OC1=CC=CC=C1)(C)C (2S,4R)-1-((S)-3,3-dimethyl-2-((phenoxycarbonyl)amino)butanoyl)-4-hydroxypyrrolidine-2-carboxylic acid